BrC=1C(=C(C=CC1)C1=CC=C(C=C1)C=O)Cl 3'-bromo-2'-chloro-[1,1'-biphenyl]-4-carbaldehyde